6-(4-chlorophenyl)-3-oxo-2-(pyridin-3-yl)-N-[(2R)-1,1,1-trifluoro-3-hydroxypropan-2-yl]-2,3-dihydropyridazine-4-carboxamide ClC1=CC=C(C=C1)C=1C=C(C(N(N1)C=1C=NC=CC1)=O)C(=O)N[C@@H](C(F)(F)F)CO